N-(4-(1-(2-cyanoacetyl)-5-methyl-1,2,3,6-tetrahydropyridin-4-yl)-1H-pyrrolo[2,3-b]pyridin-6-yl)cyclopropylcarboxamide C(#N)CC(=O)N1CCC(=C(C1)C)C1=C2C(=NC(=C1)NC(=O)C1CC1)NC=C2